O1C(=CC=C1)NC(=O)N furylurea